Cl.FC=1C=CC=C2C=C(NC(C12)=O)CCC(=O)N1CCN(CC1)C1=CC=C(C#N)C=C1 4-(4-(3-(8-fluoro-1-oxo-1,2-dihydroisoquinolin-3-yl)propionyl)piperazin-1-yl)benzonitrile hydrochloride